tert-butyl (2S,7S)-7-[(tert-butyldimethylsilyl)oxy]-2-{[(1S)-1-cyano-2-[4-(3-methyl-2-oxo-2,3-dihydro-1,3-benzoxazol-5-yl)phenyl]ethyl]carbamoyl}-1,4-oxazocane-4-carboxylate [Si](C)(C)(C(C)(C)C)O[C@H]1CCN(C[C@H](OC1)C(N[C@@H](CC1=CC=C(C=C1)C=1C=CC2=C(N(C(O2)=O)C)C1)C#N)=O)C(=O)OC(C)(C)C